2-butyl-4-isopropoxy-3-[6-(tetrahydropyran-4-ylamino)hexyl]imidazo[4,5-d]pyridazin-7-amine dihydrochloride salt Cl.Cl.C(CCC)C=1N(C=2C(=C(N=NC2OC(C)C)N)N1)CCCCCCNC1CCOCC1